6-(2-(((2R,7aS)-2-fluorohexahydro-1H-pyrrolizin-7a-yl)methoxy)-5,6,7,8-tetrahydropyrido[3,4-d]pyrimidin-4-yl)-1-oxa-6-azaspiro[3.5]nonane F[C@@H]1C[C@@]2(CCCN2C1)COC=1N=C(C2=C(N1)CNCC2)N2CC1(CCO1)CCC2